2-([2,2'-bidibenzo[b,d]furan]-7-yl-1,3,4,6,8,9-d6)-4,4,5,5-tetramethyl-1,3,2-dioxaborolane C1(CC(=C(C=2OC3=C(C21)C(=C(C(=C3[2H])B3OC(C(O3)(C)C)(C)C)[2H])[2H])[2H])[2H])(C3=CC=CC=2OC1=C(C23)C=CC=C1)[2H]